1-(2-(trifluoromethyl)pyridin-3-yl)-1H-benzo[d]imidazol-2(3H)-one FC(C1=NC=CC=C1N1C(NC2=C1C=CC=C2)=O)(F)F